ClC=1C=CC2=C([C@@H](C[C@@H](O2)C(=O)N[C@H]2CO[C@@H](CC2)C(=O)N2CC(C2)C2=CC=C(C=C2)C(F)(F)F)O)C1 (2R,4R)-6-chloro-4-hydroxy-N-[(3R,6S)-6-{3-[4-(trifluoromethyl)phenyl]azetidine-1-carbonyl}oxan-3-yl]-3,4-dihydro-2H-1-benzopyran-2-carboxamide